(Cyclopropylmethyl)-1-methylpyridin-2-amine C1(CC1)CC=1C(N(C=CC1)C)N